(E)-6-(1-tetrahydropyran-2-yl-indazol-6-yl)-1,3,5-triazine-2,4-diamine O1C(CCCC1)N1N=CC2=CC=C(C=C12)C1=NC(=NC(=N1)N)N